zinc bis(p-toluenesulphonic acid) CC1=CC=C(C=C1)S(=O)(=O)O.CC1=CC=C(C=C1)S(=O)(=O)O.[Zn]